COC1=CC=C(C=C1)C1=NN2C(=NC=3C=CC=C(C3C2=N1)C1COC1)NC=1C(N=CC=CC1)=O (3R)-3-{[2-(4-methoxyphenyl)-10-(oxetan-3-yl)[1,2,4]triazolo[1,5-c]quinazolin-5-yl]amino}azepin-2-one